N-(3-(3-(pyridin-3-yl)pyrazolo[1,5-a]pyridin-5-yl)-1H-pyrrolo[2,3-b]pyridin-6-yl)isonicotinamide N1=CC(=CC=C1)C=1C=NN2C1C=C(C=C2)C2=CNC1=NC(=CC=C12)NC(C1=CC=NC=C1)=O